S1C(=NC2=C1C=CC=C2)C2=C(SC=1CNCCC12)NC(CCNCCC=1C=NC=CC1)=O N-(3-(benzo[d]thiazol-2-yl)-4,5,6,7-tetrahydrothieno[2,3-c]pyridin-2-yl)-3-((2-(pyridin-3-yl)ethyl)amino)propanamide